C1(CCCC1)N(C(=O)OCC=1C(=NSC1C)C1=CC=C(O[C@@H]2C[C@H](CCC2)C(=O)O)C=C1)C |r| (+/-)-(1S,3S)-3-(4-(4-(((cyclopentyl(methyl)carbamoyl)oxy)methyl)-5-methylisothiazol-3-yl)phenoxy)cyclohexane-1-carboxylic acid